FC=1C=C(C=CC1)C=1C=C(C=NC1OC1=CC(=CC=C1)C(F)(F)F)C(=O)N[C@H](CO)C 5-(3-fluorophenyl)-N-[(2S)-1-hydroxypropan-2-yl]-6-[3-(trifluoromethyl)phenoxy]pyridine-3-carboxamide